C(C)(=O)O[C@H](C)C1=NC=2C(=C3C(=NC2)N(C=C3)C(=O)OC(C)(C)C)N1N1CCC(CC1)CC#N tert-butyl (R)-2-(1-acetoxyethyl)-1-(4-(cyanomethyl)piperidin-1-yl)-imidazo[4,5-d]pyrrolo[2,3-b]pyridin-6(1H)-carboxylate